N-((5-(2-((1-methyl-1H-pyrazolo[3,4-d]pyrimidin-4-yl)thio)acetyl)thiophen-2-yl)methyl)-2-(pyridin-2-yl)acetamide CN1N=CC=2C1=NC=NC2SCC(=O)C2=CC=C(S2)CNC(CC2=NC=CC=C2)=O